tert-butyl (4-chloro-3-((3-fluoro-5-(1-(4-fluorophenyl)-1H-pyrazol-4-yl)pyridin-2-yl)carbamoyl)phenyl)carbamate ClC1=C(C=C(C=C1)NC(OC(C)(C)C)=O)C(NC1=NC=C(C=C1F)C=1C=NN(C1)C1=CC=C(C=C1)F)=O